4-chlorobenzenediazonium Hexafluorophosphate F[P-](F)(F)(F)(F)F.ClC1=CC=C(C=C1)[N+]#N